C(=O)(OC(C)(C)C)N1CC(C1)CI N-Boc-3-(iodomethyl)azetidine